2-chloroethyl N-[4-[(2R)-8-[[(1R)-1-[2-fluoro-3-(trifluoromethyl)phenyl]ethyl]carbamoyl]-2-methyl-2,3-dihydroimidazo[1,2-a]pyridin-6-yl]cyclohex-3-en-1-yl]carbamate FC1=C(C=CC=C1C(F)(F)F)[C@@H](C)NC(=O)C=1C=2N(C=C(C1)C1=CCC(CC1)NC(OCCCl)=O)C[C@H](N2)C